5-(aminomethyl)-6-(4-hydroxyphenyl)-2,3-diphenylpyrazolo[1,5-a]pyrimidin-7(4H)-one NCC=1NC=2N(C(C1C1=CC=C(C=C1)O)=O)N=C(C2C2=CC=CC=C2)C2=CC=CC=C2